docosylprop-2-enoic acid C(CCCCCCCCCCCCCCCCCCCCC)C(C(=O)O)=C